2-(7-(5-chloro-2-((tetrahydro-2H-pyran-4-yl)amino)pyrimidin-4-yl)-1-oxo-3,4-dihydropyrrolo[1,2-a]pyrazin-2(1H)-yl)propionic acid tert-butyl ester C(C)(C)(C)OC(C(C)N1C(C=2N(CC1)C=C(C2)C2=NC(=NC=C2Cl)NC2CCOCC2)=O)=O